OC(C#CCN(C(OC(C)(C)C)=O)C)C1=CC2=NC(=CC(=C2O1)N1CCOCC1)N1N=C(C=C1)C=1C=C(C=CC1)C tert-butyl (4-hydroxy-4-(7-morpholino-5-(3-(m-tolyl)-1H-pyrazol-1-yl)furo[3,2-b]pyridin-2-yl)but-2-yn-1-yl)(methyl)carbamate